2-(2-(1-(Cyclopropylsulfonyl)-1H-pyrazol-4-yl)pyrimidin-4-yl)-N4-((1r,4r)-4-(fluoromethyl)cyclohexyl)-5-(1-methyl-5-(trifluoromethyl)-1H-pyrazol-3-yl)pyridine-2,4-diamine C1(CC1)S(=O)(=O)N1N=CC(=C1)C1=NC=CC(=N1)C1(NC=C(C(=C1)NC1CCC(CC1)CF)C1=NN(C(=C1)C(F)(F)F)C)N